N-(3-(dimethylamino)benzyl)-N-(3-methoxybenzyl)-2-((4-methylpiperazin-1-yl)methyl)pyridin-4-amine CN(C=1C=C(CN(C2=CC(=NC=C2)CN2CCN(CC2)C)CC2=CC(=CC=C2)OC)C=CC1)C